CN1C(=C2OCC3C(NS(C2=C1)(=O)=O)CN(C3)C(=O)C=3OC(=NN3)C)C(=O)NC3=CC(=C(C(=C3)F)F)F 7-Methyl-2-(5-methyl-1,3,4-oxadiazol-2-carbonyl)-N-(3,4,5-trifluorophenyl)-2,3,3a,4,10,10a-hexahydro-1H,7H-dipyrrolo[3,4-b:3',4'-f][1,4,5]oxathiazocin-8-carboxamid-5,5-dioxid